N(=[N+]=[N-])CCOCCOCCC1=C(C=CC=C1C1CN(CC2=C(C=C(C=C12)C)C)C)S(=O)(=O)N 2-(2-(2-(2-azidoethoxy)ethoxy)ethyl)-3-(2,6,8-trimethyl-1,2,3,4-tetrahydroisoquinolin-4-yl)benzenesulfonamide